(5'S,7a'R)-1-(2-fluoro-5-methoxybenzene-1-carbonyl)-5'-phenyl-tetrahydro-3'H-spiro-[piperidine-4,2'-pyrrolo[2,1-b][1,3]-oxazol]-3'-one FC1=C(C=C(C=C1)OC)C(=O)N1CCC2(C(N3[C@H](O2)CC[C@H]3C3=CC=CC=C3)=O)CC1